8-Bromo-N-[(4S)-3,4-dihydro-2H-chromen-4-yl]-4-(morpholin-4-yl)quinoline-3-carboxamide BrC=1C=CC=C2C(=C(C=NC12)C(=O)N[C@H]1CCOC2=CC=CC=C12)N1CCOCC1